NC1=CC=CC(=N1)S(=O)(=O)NC(=O)C=1C(=NC(=CC1)C1=CC(=CC(=C1)OCC(C)C)F)C=1C(OC(C1)(C)C)(C)C N-[(6-Amino-2-pyridyl)sulfonyl]-6-(3-fluoro-5-isobutoxyphenyl)-2-(2,2,5,5-tetramethyl-3-furyl)pyridin-3-carboxamid